COC=1C=C2CCN(CC2=CC1NC1=NC2=CC(=CC=C2C=N1)NCC(=O)N(C)C)C N~2~-{2-[(6-methoxy-2-meth-yl-1,2,3,4-tetrahydroisoquinolin-7-yl)amino]quinazolin-7-yl}-N,N-dimethylglycinamide